BrC1(SC2=C(C1)C=CC=C2)C(=O)N 2-bromo-benzothiopheneamide